tert-Butyl (1-(2-methoxy-5-(methylsulfonyl)phenyl)-6-(pyrazolo[1,5-a]pyrimidin-3-yl)-1H-pyrazolo[4,3-c]pyridin-3-yl)(methyl)carbamate COC1=C(C=C(C=C1)S(=O)(=O)C)N1N=C(C=2C=NC(=CC21)C=2C=NN1C2N=CC=C1)N(C(OC(C)(C)C)=O)C